C(C)OC(C(C)C1=CC=C(OC2=NC=CC=C2C(=O)O)C=C1)=O 4-(2-ethoxy-1-methyl-2-oxoethyl)phenoxyl-3-pyridinecarboxylic acid